C(C)(C)(C)OC(NC1O[C@H](CC12CCN(CC2)C=2N=C1C(=NC2CO[Si](C(C)C)(C(C)C)C(C)C)C(=NN1)I)C)=O ((3S,4S)-8-(3-iodo-5-(((triisopropylsilyl)oxy)methyl)-1H-pyrazolo[4,3-b]pyrazin-6-yl)-3-methyl-2-oxa-8-azaspiro[4.5]decan-yl)carbamic acid tert-butyl ester